C(C)(C)(C)OC(=O)C1COC2(C1N(C=1C=CC(=CC21)C2=CC=CC=C2)S(=O)(=O)C2=CC=C(C)C=C2)C(F)(F)F 7-phenyl-4-p-toluenesulfonyl-8b-(trifluoromethyl)-3,3a,4,8b-tetrahydro-2H-furo[3,2-b]indole-3-carboxylic acid tert-butyl ester